C(CCC)C=1N(C2=NC(=NC(=C2N1)C1=CC=NC=C1)C1=CC(=CC=C1)C1=NN(C=C1)C)CC 8-butyl-9-ethyl-2-(3-(1-methyl-1H-pyrazol-3-yl)phenyl)-6-(pyridin-4-yl)-9H-purine